3-methoxy-1-methyl-N-[(1s,4s)-4-{[2-(trifluoromethyl)imidazo[1,2-a]pyridin-5-yl]amino}cyclohexyl]-1H-pyrazole-5-carboxamide COC1=NN(C(=C1)C(=O)NC1CCC(CC1)NC1=CC=CC=2N1C=C(N2)C(F)(F)F)C